6-(Isochinolin-7-yl)-N-methyl-N-(2,2,6,6-tetramethylpiperidin-4-yl)pyridazin-3-amin C1=NC=CC2=CC=C(C=C12)C1=CC=C(N=N1)N(C1CC(NC(C1)(C)C)(C)C)C